(R)-4-(4-((1-(3-(difluoromethyl)-2-fluorophenyl)ethyl)amino)-8-methoxypyrido[3,4-d]pyrimidin-6-yl)-3,6-dihydro-2H-thiopyran 1,1-dioxide FC(C=1C(=C(C=CC1)[C@@H](C)NC=1C2=C(N=CN1)C(=NC(=C2)C=2CCS(CC2)(=O)=O)OC)F)F